C=1N=CN2C1CN(CC2)C(=O)OC(C)(C)C tert-Butyl 5,6-dihydroimidazo[1,5-a]pyrazine-7(8H)-carboxylate